(R)-N-(2-fluoro-3-(2-methylmorpholino)phenyl)-4-((2-hydroxyethyl)sulfonamido)-2-(6-azaspiro[2.5]octan-6-yl)benzamide FC1=C(C=CC=C1N1C[C@H](OCC1)C)NC(C1=C(C=C(C=C1)NS(=O)(=O)CCO)N1CCC2(CC2)CC1)=O